N-dodecyl-N,N-dimethylammonium C(CCCCCCCCCCC)[NH+](C)C